4-trifluoromethyl-N-(2-methylquinolin-8-yl)benzamide FC(C1=CC=C(C(=O)NC=2C=CC=C3C=CC(=NC23)C)C=C1)(F)F